2-methoxy-1,7,9-trimethyl-7,9-dihydro-1H-purine-6,8-dione COC=1N(C(C=2N(C(N(C2N1)C)=O)C)=O)C